C(C)(=O)[O-].C(C)(=O)[O-].[Na+].[Na+].[Na+].[Na+] Tetrasodium diacetate salt